C(C)(C)(C)OC(=O)N1CCN(CC1)CCCC(=O)OC 4-(4-methoxy-4-oxobutyl)piperazine-1-carboxylic acid tert-butyl ester